2-(2-((2,4-dichloro-5-isopropoxyphenyl)amino)-2-oxoethoxy)propionic acid ClC1=C(C=C(C(=C1)Cl)OC(C)C)NC(COC(C(=O)O)C)=O